COC(N(OC)C1=C(C=CC=C1)COC1=NN(C=C1)C1=CC=C(C=C1)Cl)=O N-[2-[[1-(4-chlorophenyl)pyrazol-3-yl]oxymethyl]phenyl]-N-methoxycarbamic acid methyl ester